S(=O)(=O)(O)C(C(=O)O)(CCC1=CC=C(C=C1)N1C(C=CC1=O)=O)N1C(CCC1=O)=O.C(C1=CC=CC=C1)(C1=CC=CC=C1)N1CC(C1)=O 1-benzhydryl-azetidine-3-one sulfo-succinimidyl-4-(p-maleimidophenyl)butyrate